COC(=O)[C@H]1CN[C@H](CO1)CC1=CC=C(C=C1)Br.NC=1SC=C(N1)CC(=O)NC1=CC=C(C=C1)CCNC[C@@H](C1=CC=CC=C1)O 2-(2-Amino-1,3-thiazol-4-yl)-N-[4-(2-{[(2R)-2-hydroxy-2-phenylethyl]amino}ethyl)phenyl]acetamide methyl-(2R,5S)-5-(4-bromobenzyl)morpholine-2-carboxylate